C(C)C=1SC=C(N1)[C@H](CC1=CC=C(C=C1)NS(O)(=O)=O)NC([C@H](CC1=CC=CC=C1)NC(=O)OC)=O 4-{(S)-2-(2-ethylthiazol-4-yl)-2-[(S)-2-(methoxycarbonylamino)-3-phenylpropionylamino]ethyl}phenyl-sulfamic acid